3-bromo-1-(3,3,3-trifluoro-2-hydroxypropyl)pyridin-2(1H)-one BrC=1C(N(C=CC1)CC(C(F)(F)F)O)=O